(4-tert-Butyl-2-nitrophenyl)-3-(3-oxocyclobutyl)propanamide C(C)(C)(C)C1=CC(=C(C=C1)C(C(=O)N)CC1CC(C1)=O)[N+](=O)[O-]